CC(C(C(=O)OC)(C)C)(C(=O)OC)C Dimethyl tetramethylsuccinate